(3R)-1-(2-((3'-(5-(((2-hydroxyethyl)amino)methyl)picolinamido)-2,2'-dimethyl-[1,1'-biphenyl]-3-yl)carbamoyl)-4,5,6,7-tetrahydropyrazolo[1,5-a]pyridin-4-yl)pyrrolidine-3-carboxylic acid OCCNCC=1C=CC(=NC1)C(=O)NC=1C(=C(C=CC1)C1=C(C(=CC=C1)NC(=O)C1=NN2C(C(CCC2)N2C[C@@H](CC2)C(=O)O)=C1)C)C